N-cyclopropyl-4-(4-fluorophenyl)-5-(4-methylquinazolin-6-yl)pyrimidin-2-amine C1(CC1)NC1=NC=C(C(=N1)C1=CC=C(C=C1)F)C=1C=C2C(=NC=NC2=CC1)C